3-chloro-6-methoxy-5-nitro-3',6'-dihydro-[2,4'-bipyridine]-1'(2'h)-carboxylic acid tert-butyl ester C(C)(C)(C)OC(=O)N1CCC(=CC1)C1=NC(=C(C=C1Cl)[N+](=O)[O-])OC